2,7-dibromo-4,5-dihydronaphtho[1,2-b]thiophene-4,5-diol BrC1=CC2=C(S1)C1=CC=C(C=C1C(C2O)O)Br